(S)-N-[5-[5-[(3-cyanopyrrolidin-3-yl)methoxy]-2-methyl-4-pyridyl]pyrazolo[1,5-a]pyridin-2-yl]cyclopropanecarboxamide C(#N)[C@]1(CNCC1)COC=1C(=CC(=NC1)C)C1=CC=2N(C=C1)N=C(C2)NC(=O)C2CC2